3-(4-((3-(1H-imidazol-2-yl)phenyl)carbamoyl)-3-methyl-5-oxo-4,5-dihydro-1H-pyrazol-1-yl)benzoic acid isopropyl ester C(C)(C)OC(C1=CC(=CC=C1)N1N=C(C(C1=O)C(NC1=CC(=CC=C1)C=1NC=CN1)=O)C)=O